NC1=C(N=C(S1)C1=C(N(C(=C1)C1=CC(=CC=C1)C#CC1CCC1)CC1=CC(=C(C=C1)S(N)(=O)=O)F)CC1CC1)C(=O)O 5-amino-2-(5-(3-(cyclobutylethynyl)phenyl)-2-(cyclopropylmethyl)-1-(3-fluoro-4-sulfamoylbenzyl)-1H-pyrrol-3-yl)thiazole-4-carboxylic acid